CN(C(C1=CC(C(=O)N)=CC=C1)=O)C N,N-dimethylisophthalamide